C(C)(C)(C)C1OC(C(N1C(=O)[O-])CC(CC)=O)=O 2-(tert-butyl)-5-oxo-4-(2-oxobutyl)oxazolidine-3-carboxylate